5-mercapto-1H-tetrazole-1-methanesulfonic acid SC1=NN=NN1CS(=O)(=O)O